COC(C1CCN(CC1)C1=C(C=C(C=C1)[C@@H]1[C@@H](COC2=CC(=CC=C12)O)C1=CC=CC=C1)F)OC (3R,4S)-4-(4-(4-(dimethoxymethyl)piperidin-1-yl)-3-fluorophenyl)-3-phenylchroman-7-ol